BrC=1C=C(C=CC1)C1(CC(C1)C)C(=O)NN 1-(3-bromophenyl)-3-methyl-cyclobutanecarbohydrazide